CC(CCC(C)N)N methylpentane-1,4-diamine